bromo-5-(2,4-difluorophenoxy)pyridin-2-amine BrC=1C(=NC=C(C1)OC1=C(C=C(C=C1)F)F)N